BrC1=NNC=C1 3-bromo-1H-pyrazol